2-chloro-3-(1,3-dimethyl-1H-pyrazol-5-yloxy)methyl-4-methanesulfonylbenzoyl chloride ClC1=C(C(=O)Cl)C=CC(=C1COC1=CC(=NN1C)C)S(=O)(=O)C